N-[(3-nitro-4-{[(3S)-1-tetrahydro-2H-pyran-4-ylpiperidin-3-yl]amino}phenyl)sulfonyl]-2-(1H-pyrrolo[2,3-b]pyridin-5-yloxy)benzamide [N+](=O)([O-])C=1C=C(C=CC1N[C@@H]1CN(CCC1)C1CCOCC1)S(=O)(=O)NC(C1=C(C=CC=C1)OC=1C=C2C(=NC1)NC=C2)=O